OC1CN(C(C12CCN(CC2)C(=O)OC(C)(C)C)=O)C=2COC(C2C)=O tert-Butyl 4-hydroxy-2-(4-methyl-5-oxo-2,5-dihydrofuran-3-yl)-1-oxo-2,8-diazaspiro[4.5]decane-8-carboxylate